(3-tert-butoxyazetidin-1-yl)-[(7S)-9-(2,6-difluorophenyl)-7-methyl-13,16-dioxa-18-thia-2,3,5,8-tetrazatetracyclo[8.8.0.02,6.011,17]octadeca-1(10),3,5,8,11(17)-pentaen-4-yl]methanone C(C)(C)(C)OC1CN(C1)C(=O)C1=NN2C=3SC=4OCCOCC4C3C(=N[C@H](C2=N1)C)C1=C(C=CC=C1F)F